NC1=C(C=C(C=N1)NC(C(=O)N1[C@H](CC[C@@H](C1)C)C1=CC(=C(C=C1)C(F)(F)F)Cl)=O)C N-(6-amino-5-methyl-3-pyridyl)-2-[(2R,5S)-2-[3-chloro-4-(trifluoromethyl)phenyl]-5-methyl-1-piperidyl]-2-oxo-acetamide